OCC1=CC(=NC(=N1)C1=CC(=C(C=C1)OC)OCCC)C1CB(OC1)O 4-(6-(hydroxymethyl)-2-(4-methoxy-3-propoxyphenyl)pyrimidin-4-yl)-1,2-oxaborolan-2-ol